[6-[[4-fluoro-2-(methylsulfonimidoyl)phenyl]methyl]-2-azaspiro[3.3]heptan-2-yl]-[6-[3-(1-hydroxycyclopropyl)-1,2,4-triazol-1-yl]-2-azaspiro[3.3]heptan-2-yl]methanone FC1=CC(=C(C=C1)CC1CC2(CN(C2)C(=O)N2CC3(C2)CC(C3)N3N=C(N=C3)C3(CC3)O)C1)S(=O)(=N)C